dimethyl-(6-((2-((4-(4-(4-methylpiperazin-1-yl)piperidin-1-yl)phenyl)amino)-7H-pyrrolo[2,3-d]pyrimidin-4-yl)amino)quinoxalin-5-yl)phosphine oxide CP(C1=C2N=CC=NC2=CC=C1NC=1C2=C(N=C(N1)NC1=CC=C(C=C1)N1CCC(CC1)N1CCN(CC1)C)NC=C2)(C)=O